FCC=1C=C(C=C(C1)OC)NC1=NC=C(C(=N1)NC=1C=CC2=C(NC(O2)=O)C1)C 5-(2-(3-(fluoromethyl)-5-methoxyphenylamino)-5-methylpyrimidin-4-ylamino)benzo[d]oxazol-2(3H)-one